6-(PIPERAZIN-1-YL)PYRIDINE-3-BORONIC ACID N1(CCNCC1)C1=CC=C(C=N1)B(O)O